5-(5-(dimethylamino)-1H-benzo[d]imidazol-2-yl)-3-methoxybenzene-1,2-diol CN(C1=CC2=C(NC(=N2)C2=CC(=C(C(=C2)O)O)OC)C=C1)C